FC(C(=O)O)(F)F.O=C1NC(CCC1NC(C1=C(C=C(C=C1)N1CC2(C1)CCNCC2)F)=O)=O N-(2,6-dioxopiperidin-3-yl)-2-fluoro-4-(2,7-diazaspiro[3.5]non-2-yl)benzamide trifluoroacetic acid salt